5-nitroso-hexahydropyrrolo[3,4-c]pyrrole N(=O)N1CC2C(C1)CNC2